N,N-Bis-(1-Methyl-2-indolyl)-4-methylanilin CN1C(=CC2=CC=CC=C12)N(C1=CC=C(C=C1)C)C=1N(C2=CC=CC=C2C1)C